O1C[C@H](CC1)CN (3R)-tetrahydrofuran-3-methylamine